N1(C=NC=C1)C(=O)OCCOCCOCCOCCNC(OC(C)(C)C)=O 2,2-dimethyl-4-oxo-3,8,11,14-tetraoxa-5-azahexadecan-16-yl 1H-imidazole-1-carboxylate